COC(=O)C=1C=2N(C=CC1C=1C=NN(C1C)CC13CC4CC(CC(C1)C4)C3)C(=CN2)C=2N=NC(=C(C2)C2CC2)O 7-(1-(adamantan-1-ylmethyl)-5-methyl-1H-pyrazol-4-yl)-3-(5-cyclopropyl-6-hydroxy-pyridazin-3-yl)imidazo[1,2-a]pyridine-8-carboxylic acid methyl ester